C(C)(C)(C)C1=CC(=C(C(=C1)C(=O)O)O)C(=O)O 4-tert-butyl-2,6-dicarboxyphenol